CC1CC2(CC(N(C2)C2=NC=CC(=C2)C(F)(F)F)=O)CCN1C(=O)OC(C)(C)C tert-butyl 7-methyl-3-oxo-2-(4-(trifluoromethyl)pyridin-2-yl)-2,8-diazaspiro[4.5]decane-8-carboxylate